BrC1=CC(=NC=C1)OCC12CC(C1)(C2)NC(OC(C)(C)C)=O tert-butyl (3-(((4-bromopyridin-2-yl)oxy)methyl)bicyclo[1.1.1]pentan-1-yl)carbamate